SCCSC(SCCS)SCCS tri(mercaptoethylthio)methane